CN1N=NC(=C1N)SCC(=O)OCC 3-methyl-4-amino-5-ethoxycarbonylmethylthiotriazole